4-cyano-N-(3-(pyridin-3-yl)-1-((2-(trimethylsilyl)ethoxy)methyl)-1H-indazol-5-yl)benzamide C(#N)C1=CC=C(C(=O)NC=2C=C3C(=NN(C3=CC2)COCC[Si](C)(C)C)C=2C=NC=CC2)C=C1